tris-(2-carboxyethyl)phosphorus hydrochloride Cl.C(=O)(O)CCP(CCC(=O)O)CCC(=O)O